(1s,4s)-4-(8-(2-chloro-4-fluorophenylamino)-2-(tetrahydro-2H-pyran-4-ylamino)-9H-purin-9-yl)cyclohexanecarboxamide ClC1=C(C=CC(=C1)F)NC=1N(C2=NC(=NC=C2N1)NC1CCOCC1)C1CCC(CC1)C(=O)N